2-(phenethylsulfinyl)-4-(thiophen-2-yl)-6-(trifluoromethyl)pyrimidine Tert-Butyl-4-((6-chloro-1H-benzo[d]imidazol-2-yl)methyl)piperazine-1-carboxylate C(C)(C)(C)OC(=O)N1CCN(CC1)CC1=NC2=C(N1)C=C(C=C2)Cl.C(CC2=CC=CC=C2)S(=O)C2=NC(=CC(=N2)C=2SC=CC2)C(F)(F)F